4-(3-sulfopropionyloxy)benzophenone sodium salt [Na+].S(=O)(=O)([O-])CCC(=O)OC1=CC=C(C(=O)C2=CC=CC=C2)C=C1